(S)-1-[(S)-1-({(S)-8-Methyl-3-(1-methyl-2-piperidyl)-1,5-dioxa-9-aza-9-spiro[5.5]undecyl}carbonyl)-3-methylbutyl]-3-isobutyl-2-piperazinone C[C@H]1CC2(OCC(CO2)C2N(CCCC2)C)CCN1C(=O)[C@H](CC(C)C)N1C([C@@H](NCC1)CC(C)C)=O